ammonium 4-((2-(3,4-dichlorophenyl) thiazol-4-yl) amino)-1H-1,2,3-triazole-5-carboxylate ClC=1C=C(C=CC1Cl)C=1SC=C(N1)NC=1N=NNC1C(=O)[O-].[NH4+]